ethyl 2-{[(tert-butoxy) carbonyl] (hept-5-yn-1-yl) amino}-1,3-thiazole-4-carboxylate C(C)(C)(C)OC(=O)N(C=1SC=C(N1)C(=O)OCC)CCCCC#CC